C(C)(C)(C)OC(NC1CCC(CC1)N1N=C2C=C(C=CC2=C1)Br)=O (4-(6-bromo-2H-indazol-2-yl)cyclohexyl)carbamic acid tert-butyl ester